BrC=1C=C(C=CC1)NC(=O)NN=CC1=C(N(C2=CC=CC=C12)CCC)Cl N-(3-bromophenyl)-2-((2-chloro-1-propyl-1H-indol-3-yl)methylene)hydrazine-1-carboxamide